nickel 1,4-naphthalenedicarboxylate C1(=CC=C(C2=CC=CC=C12)C(=O)[O-])C(=O)[O-].[Ni+2]